7-bromo-5,6,8-trifluoro-4-hydroxy-1-(4-methoxybenzyl)quinolin-2(1H)-one BrC1=C(C(=C2C(=CC(N(C2=C1F)CC1=CC=C(C=C1)OC)=O)O)F)F